ethanesulfonic Acid C(C)S(=O)(=O)O